C1(CC1)C1(NONO1)CCC(=O)O 3-(4-cyclopropyl-2,5-dioxaimidazoline-4-yl)propionic acid